(Z)-1-(3-trifluoromethylbenzyl)-3-((3,5-dimethyl-1H-pyrrol-2-yl)methylene)-5-nitro-2-indolone FC(C=1C=C(CN2C(\C(\C3=CC(=CC=C23)[N+](=O)[O-])=C/C=2NC(=CC2C)C)=O)C=CC1)(F)F